N1NC(C(=C1)C#N)=C1C=NN=C1 2H-[3,4'-bipyrazole]-4-carbonitrile